O1CC(C1)N1N=CC(=C1)C1=C2C(=NC=C1)N(N=C2CNC(C=C)=O)C2=CC=C(C=C2)OC(F)(F)F N-((4-(1-(oxetan-3-yl)-1H-pyrazol-4-yl)-1-(4-(trifluoromethoxy)phenyl)-1H-pyrazolo[3,4-b]pyridin-3-yl)methyl)acrylamide